C(C1=CC=CC=C1)OC(=O)N1CC2C(C(C1)C(N[C@H](C(=O)NC)CCCC1=CC=CC=C1)=O)CN(C2)C(C2=CC(=C(C=C2)OC(C)C)OC)=O 2-(4-isopropoxy-3-methoxybenzoyl)-7-(((S)-1-(methylamino)-1-oxo-5-phenylpentan-2-yl)carbamoyl)octahydro-5H-pyrrolo[3,4-c]pyridine-5-carboxylic acid benzyl ester